FC(OC1=NC=CC(=C1)CNC(=O)NC1=CC(=C(C=C1)F)F)F 1-[[2-(difluoro-methoxy)pyridin-4-yl]methyl]-3-(3,4-difluorophenyl)urea